thiazol-1-yl-Amine S1(C=NC=C1)N